N2-benzyl-6-((4-(3-methoxyphenyl)piperazin-1-yl)methyl)-1,3,5-triazine-2,4-diamine C(C1=CC=CC=C1)NC1=NC(=NC(=N1)N)CN1CCN(CC1)C1=CC(=CC=C1)OC